[Si]([O-])([O-])([O-])[O-].[Si]([O-])([O-])([O-])[O-].[C+4].[C+4] carbon disilicate